NC(C(=O)OC=CCCCCCCCCC)C undecenyl aminopropionate